C[Si]1(O[Si](O[Si](O[Si](O[Si](O1)(CCCN)C)(CCCN)C)(CCCN)C)(CCCN)C)CCCN 2,4,6,8,10-pentamethyl-2,4,6,8,10-penta(aminopropyl)-cyclopentasiloxane